1,2-diacetyl-Sn-glycero-3-phosphate choline OCC[N+](C)(C)C.C(C)(=O)OC[C@@H](OC(C)=O)COP(=O)(O)O